C(C)(C)(C)OC(=O)N1CCC(CC1)C1=C(C(=CC=C1)C(C=CC1=C(C=C(C=C1)Cl)F)=O)O 4-(3-(3-(4-Chloro-2-fluorophenyl)acryloyl)-2-hydroxyphenyl)piperidine-1-carboxylic acid tert-butyl ester